C(C)(=O)N[C@@H]1C(NCC(N[C@@H](CCCCNC(C1)=O)C(=O)N[C@H](C(=O)C=1SC2=C(N1)C=CC=C2)CCCNC(=N)N)=O)=O (6S,14S)-6-acetamido-N-((S)-1-(benzo[d]thiazol-2-yl)-5-guanidino-1-oxopentan-2-yl)-2,5,8-trioxo-1,4,9-triazacyclotetradecane-14-carboxamide